7-chloro-3-(2,6-dichloro-3,5-dimethoxyphenyl)-N-((tetrahydro-2H-pyran-4-yl)methyl)-2,6-naphthyridine-1-amine ClC1=NC=C2C=C(N=C(C2=C1)NCC1CCOCC1)C1=C(C(=CC(=C1Cl)OC)OC)Cl